N1(CCCCC1)CCN1CCCCC1 1-(2-(piperidin-1-yl)ethyl)piperidin